C(CCCCC(=O)OCC1CC2C(CC1C)O2)(=O)OCC2CC1C(CC2C)O1 bis(3,4-epoxy-6-methylcyclohexane-1-ylmethyl) adipate